COC(/C(=C/C1=CC=CC=C1)/CBr)=O.COC1=C(C(=O)NCC2=CC=C(C=C2)C2=NN(C(=C2C(=O)N)NC)C=2C=NC=CC2)C=CC=C1 3-[4-[[(2-methoxybenzoyl)amino]methyl]phenyl]-5-(methylamino)-1-(3-pyridinyl)pyrazole-4-carboxamide methyl-(Z)-2-(bromomethyl)-3-phenylacrylate